5,6-diaminonaphthalene-1,3-disulfonic acid sodium salt [Na+].NC1=C2C=C(C=C(C2=CC=C1N)S(=O)(=O)[O-])S(=O)(=O)[O-].[Na+]